N-[2-(2,6-Difluorophenyl)-[1,3]thiazolo[5,4-c]pyridin-6-yl]-5-(morpholin-4-yl)-6-[(pyrrolidin-1-yl)methyl]pyridin-2-amine FC1=C(C(=CC=C1)F)C=1SC=2C=NC(=CC2N1)NC1=NC(=C(C=C1)N1CCOCC1)CN1CCCC1